(2-fluoro-3-(trifluoromethoxy)phenyl)(2-methyl-3-phenyl-2,4,5,7-tetrahydro-6H-pyrazolo[3,4-c]pyridin-6-yl)methanone FC1=C(C=CC=C1OC(F)(F)F)C(=O)N1CC=2C(CC1)=C(N(N2)C)C2=CC=CC=C2